3-Iodo-5-(trimethylstannyl)-L-Thyronin IC=1C=C(C[C@H](N)C(=O)O)C=C(C1OC1=CC=C(C=C1)O)[Sn](C)(C)C